C1(CCCCC1)[C@@H](C)N (1R)-1-cyclohexylethanamine